2-(4-Trimethylsilyloxycyclohexyl)isoindoline-1,3-dione C[Si](OC1CCC(CC1)N1C(C2=CC=CC=C2C1=O)=O)(C)C